(E)-4-(3,5-dichloro-4-(4-hydroxy-3-isopropylbenzyl)phenyl)but-3-enoic acid ClC=1C=C(C=C(C1CC1=CC(=C(C=C1)O)C(C)C)Cl)/C=C/CC(=O)O